2-((S)-4-{2-[((2S)-1-methylpyrrolidin-2-yl)methoxy]-7-(8-methylnaphthalen-1-yl)-5,6,7,8-tetrahydropyrido[3,4-d]pyrimidin-4-yl}piperazin-2-yl)acetonitrile CN1[C@@H](CCC1)COC=1N=C(C2=C(N1)CN(CC2)C2=CC=CC1=CC=CC(=C21)C)N2C[C@@H](NCC2)CC#N